5-(Benzyloxy)-5-oxopentyl octanoate C(CCCCCCC)(=O)OCCCCC(=O)OCC1=CC=CC=C1